N1=CN=C(C2=CC=CC=C12)OCCCC1=NC=NC2=CC=CC=C12 4-(3-(quinazolin-4-yloxy)propyl)quinazoline